C(#N)C=1C=C(C=CC1OC)C1=NC(=C2C(=N1)N(N=C2)C2=CC(=CC=C2)F)NC(=O)C=2SC(=CC2)[N+](=O)[O-] N-(6-(3-cyano-4-methoxyphenyl)-1-(3-fluorophenyl)-1H-pyrazolo[3,4-d]pyrimidin-4-yl)-5-nitrothiophene-2-carboxamide